N-[2,4-difluoro-3-[5-(6-piperazin-1-yl-3-pyridyl)-1H-pyrrolo[2,3-b]pyridine-3-carbonyl]phenyl]propane-1-sulfonamide FC1=C(C=CC(=C1C(=O)C1=CNC2=NC=C(C=C21)C=2C=NC(=CC2)N2CCNCC2)F)NS(=O)(=O)CCC